di-tert-butyl-(2r,4r)-4-((6-((1-(tert-butyl)-5-methyl-1H-pyrazol-3-yl)amino)-3-fluoro-4-vinylpyridin-2-yl)methyl)-2-methylpiperidine-1,4-dicarboxylic acid C(C)(C)(C)C1[C@](N(CC[C@@]1(C(=O)O)CC1=NC(=CC(=C1F)C=C)NC1=NN(C(=C1)C)C(C)(C)C)C(=O)O)(C)C(C)(C)C